6-hydroxy-6-(1-(4-methylbenzenesulfonyl)-1H-indol-3-yl)-8-azabicyclo[3.2.1]octane-8-carboxylic acid benzyl ester C(C1=CC=CC=C1)OC(=O)N1C2CCCC1C(C2)(C2=CN(C1=CC=CC=C21)S(=O)(=O)C2=CC=C(C=C2)C)O